3-chloro-2-fluoro-6-((2S)-2-methyl-4-(oxetan-2-ylmethyl)piperazin-1-yl)pyridin-4-amine ClC=1C(=NC(=CC1N)N1[C@H](CN(CC1)CC1OCC1)C)F